tert-butyl N-[(4-chloro-2-hydroxyphenyl)methyl]carbamate ClC1=CC(=C(C=C1)CNC(OC(C)(C)C)=O)O